C(C)OC(=O)C=1C(NC2=CC=CC=C2C1)=O 2-oxo-1,2-dihydroquinoline-3-carboxylic acid ethyl ester